C(CCCCCCCCCCC)[PH+](CCCCCCCCCCCC)CCCCCCCCCCCC tri-dodecylphosphonium